ClC1=NN(C(=C1C(=O)OC)S(NC(NC1=NC(=CC(=N1)OC)OC)=O)(=O)=O)C Methyl 3-chloro-5-{[(4,6-dimethoxypyrimidin-2-yl) carbamoyl]sulfamoyl}-1-methyl-1H-pyrazole-4-carboxylate